C(C)OC(=O)C=1C(=NC(=CC1)OCC)Cl 2-chloro-6-ethoxy-pyridine-3-carboxylic acid ethyl ester